3-{3-[4-(aminomethyl)phenyl]-5-(cyclopropylamino)imidazo[4,5-b]pyridin-2-yl}pyridin-2-amine NCC1=CC=C(C=C1)N1C(=NC=2C1=NC(=CC2)NC2CC2)C=2C(=NC=CC2)N